Cl.FC(CCN)F 3,3-difluoro-propylamine hydrochloride salt